IC=1C=NN(C1C)CC12CC3(CC(CC(C1)(C3)C)(C2)C)OCCNC(OC(C)(C)C)=O Tert-butyl (2-((3-((4-iodo-5-methyl-1H-pyrazol-1-yl)methyl)-5,7-dimethyladamantan-1-yl)oxy)ethyl)carbamate